1-methyl-4-(4-nitrophenoxymethyl)benzene CC1=CC=C(C=C1)COC1=CC=C(C=C1)[N+](=O)[O-]